tert-Butyl (4-(4-amino-7-(1-(3-(dimethylamino)propionyl)pyrrolidin-3-yl)pyrrolo[2,1-f][1,2,4]triazin-5-yl)-2-methoxyphenyl)carbamate NC1=NC=NN2C1=C(C=C2C2CN(CC2)C(CCN(C)C)=O)C2=CC(=C(C=C2)NC(OC(C)(C)C)=O)OC